4-(4-(((R)-1-(4-(2-Chloro-6-((dimethylamino)methyl)phenyl)thiophen-2-yl)ethyl)amino)-7-Methyl methoxy-2-methylquinazolin-6-yl)cyclohex-3-ene-1-carboxylate ClC1=C(C(=CC=C1)CN(C)C)C=1C=C(SC1)[C@@H](C)NC1=NC(=NC2=CC(=C(C=C12)C1=CCC(CC1)C(=O)[O-])OCC)C